tert-butyl 6-[[5-[1-(trifluoromethyl) cyclopropyl]-1,2,4-oxadiazol-3-yl] methyl]-2-azaspiro[3.3]heptane-2-carboxylate FC(C1(CC1)C1=NC(=NO1)CC1CC2(CN(C2)C(=O)OC(C)(C)C)C1)(F)F